6''-((6-AMINOPYRIMIDIN-4-YL)AMINO)-8''-METHYL-2''H-DISPIRO[CYCLOPROPANE-1,1'-CYCLOPENTANE-3',3''-IMIDAZO[1,5-A]PYRIDINE]-1'',5''-DIONE NC1=CC(=NC=N1)NC1=CC(=C2N(C1=O)C1(NC2=O)CC2(CC1)CC2)C